tert-butyl (3aS,4S,6aR)-4-(hydroxymethyl)-2,2-dimethyltetrahydro-5H-[1,3]dioxolo[4,5-c]pyrrole-5-carboxylate OC[C@H]1[C@H]2[C@@H](CN1C(=O)OC(C)(C)C)OC(O2)(C)C